FC1=CC(=CC2=C1NC[C@@H]1[C@@H](C(N2C)=O)N(C(C1)=O)C1=NC(=CC(=C1)C(F)(F)F)C)F (3aR,11aS)-6,8-difluoro-10-methyl-1-(6-methyl-4-(trifluoromethyl)pyridin-2-yl)-1,3a,4,5,10,11a-hexahydro-2H-benzo[b]pyrrolo[2,3-f][1,4]diazocine-2,11(3H)-dione